2,2'-((ethane-1,2-diylbis(oxy))bis(3,1-phenylene))diacetic acid C(COC=1C=C(C=CC1)CC(=O)O)OC=1C=C(C=CC1)CC(=O)O